NC=1C=2N(C=CN1)C(=NC2C2=CC=C(C=C2)NC(=O)C=2C(N(C(N(C2)C(C)C)=O)C2=NC=CC=C2)=O)C2CCN(CC2)C(C(C)C)=O N-(4-(8-amino-3-(1-isobutyrylpiperidin-4-yl)imidazo[1,5-a]pyrazin-1-yl)phenyl)-1-isopropyl-2,4-dioxo-3-(pyridin-2-yl)-1,2,3,4-tetrahydropyrimidine-5-carboxamide